OC1=C(C=C(C=C1S(=O)(=O)O)O)CN(C(C)=O)CC1=C(C=C(C(=C1)O)C(=O)O)O N-(2,5-dihydroxy-3-sulfophenylmethyl)N-(4-carboxy-2,5-dihydroxyphenylmethyl)acetamide